C1(=CC=CC=C1)N(C(OC1=C(C=C(C=C1)C(C)(C)C)OC(N(C1=CC=CC=C1)C1=CC=CC=C1)=O)=O)C1=CC=CC=C1 4-(tert-butyl)-1,2-phenylene bis(diphenylcarbamate)